1-Methyl-3-n-octylimidazolium hexafluorophosphat F[P-](F)(F)(F)(F)F.CN1C=[N+](C=C1)CCCCCCCC